N-(3,5-bis(trifluoromethyl)-phenyl)octanamide FC(C=1C=C(C=C(C1)C(F)(F)F)NC(CCCCCCC)=O)(F)F